4-(6-methoxyimidazo[1,5-a]pyridin-7-yl)-6-methyl-N-(5-((1s,3s)-3-(trifluoromethoxy)cyclobutane-1-carbonyl)-5,6-dihydro-4H-pyrrolo[3,4-d]thiazol-2-yl)nicotinamide COC=1C(=CC=2N(C1)C=NC2)C2=CC(=NC=C2C(=O)NC=2SC1=C(N2)CN(C1)C(=O)C1CC(C1)OC(F)(F)F)C